Ethyl 2-(((((2R,3S,4R,5R)-5-(4-aminopyrrolo[2,1-f][1,2,4]triazin-7-yl)-5-cyano-3,4-dihydroxytetrahydrofuran-2-yl)methoxy)(phenoxy)phosphoryl)amino)-2-methylpropanoate NC1=NC=NN2C1=CC=C2[C@]2([C@@H]([C@@H]([C@H](O2)COP(=O)(OC2=CC=CC=C2)NC(C(=O)OCC)(C)C)O)O)C#N